(2-(3-(hexyloxy)phenyl)ethane-1,1-diyl)bisphosphonic acid C(CCCCC)OC=1C=C(C=CC1)CC(P(O)(O)=O)P(O)(O)=O